CC1(OB(OC1(C)C)/C=C/C1=CC=C(C(=O)OC)C=C1)C methyl (E)-4-(2-(4,4,5,5-tetramethyl-1,3,2-dioxaborolan-2-yl)vinyl)benzoate